C(C1=CC=CC=C1)OC1=C(C=C(C=N1)NC=1C=C(C(=O)OCC)C=CC1)C1=C2C=CNC2=CC=C1 Ethyl 3-((6-(benzyloxy)-5-(1H-indol-4-yl)pyridin-3-yl)amino)benzoate